NCCOCCOCCOCC=1N=NN(C1)[C@@H]1[C@H]([C@H]([C@@]2(CO[C@H]1O2)CO)O)O (1S,2R,3R,4R,5S)-4-(4-((2-(2-(2-aminoethoxy)ethoxy)ethoxy)methyl)-1H-1,2,3-triazol-1-yl)-1-(hydroxymethyl)-6,8-dioxabicyclo[3.2.1]octane-2,3-diol